ethyl-4-hydroxy-1-(oxetan-3-yl)-5-oxo-2,5-dihydro-1H-pyrrole C(C)C1N(C(C(=C1)O)=O)C1COC1